C(C#C)[C@](N)(C)C(=O)O alpha-propargyl-alanine